ClC1=C(C=CC=C1Cl)NC(=S)C1=C(CCN(C1=O)C(=O)OC(C)(C)C)O Tert-Butyl 5-[(2,3-dichlorophenyl)carbamothioyl]-4-hydroxy-6-oxo-3,6-dihydropyridine-1(2H)-carboxylate